(R)-alpha-hydroxy-gamma-butyrolactone O[C@H]1C(=O)OCC1